C(C)(C)N1C2CN(CC1CC2)C2=CC=C(C=C2)C=2C=C1C(=NC2)C=C(N1C)C1=CC=C(C=C1)S(=O)(=O)C 6-(4-(8-isopropyl-3,8-diazabicyclo[3.2.1]oct-3-yl)phenyl)-1-methyl-2-(4-(methylsulfonyl)phenyl)-1H-pyrrolo[3,2-b]pyridine